C(C)C(C(C)(C)C)CC 3-ethyl-2,2-dimethyl-pentane